(5-Amino-2-methylphenyl)-7-methyl-2-((6-methylpyridin-3-yl)amino)pyrido[3,4-d]pyrimidin-8(7H)-one NC=1C=CC(=C(C1)C=1C2=C(N=C(N1)NC=1C=NC(=CC1)C)C(N(C=C2)C)=O)C